BrC1=C(SC(=C1)Cl)[C@@H]1[C@H](C1)C(=O)N(C)OC |r| (rac)-(1S*,2S*)-2-(3-bromo-5-chlorothiophen-2-yl)-N-methoxy-N-methylcyclopropane-1-carboxamide